C(C)NC1=C(C=C(C=C1)I)NC(=O)C1CC1 N-[2-(ethylamino)-5-iodophenyl]cyclopropanecarboxamide